C(C(C)C)OC(C(CC(=O)OCC(C)C)C1=CC=CC=2C3=CC=CC=C3CC12)=O fluorenylsuccinic acid diisobutyl ester